C(C)(C)C1=C(NC2=CC=C(C=C12)C1CCN(CC1)C(=O)C=1N=CSC1)C1=CC(=NC=C1)C (4-(3-isopropyl-2-(2-methylpyridin-4-yl)-1H-indol-5-yl)piperidin-1-yl)(thiazol-4-yl)methanone